5-amino-1-methyl-1,3-dihydro-2H-benzo[d]imidazol-2-one NC1=CC2=C(N(C(N2)=O)C)C=C1